ON(C(=O)N(C)C)C1(C(=NN(C1=O)C1=CC=CC=C1)C)C1=CC=CC=C1 1-hydroxy-3,3-dimethyl-1-(3-methyl-5-oxo-1,4-diphenyl-4,5-dihydro-1H-pyrazol-4-yl)urea